4-bromo-3-methoxy-4,6-difluorodibenzo[b,d]furan BrC1(C(C=CC2=C1OC1=C2C=CC=C1F)OC)F